3-amino-8-azabicyclo[3.2.1]Octane-8-carboxylic acid NC1CC2CCC(C1)N2C(=O)O